ruthenium(II) chloride hydrate O.[Ru](Cl)Cl